7-{[(1S)-1-{4-[4-(4-acryloylpiperazin-1-yl)tetrahydro-2H-pyran-4-yl]Phenyl}ethyl]Amino}-1-(prop-2-yl)-1,6-naphthyridin-2(1H)-one C(C=C)(=O)N1CCN(CC1)C1(CCOCC1)C1=CC=C(C=C1)[C@H](C)NC1=NC=C2C=CC(N(C2=C1)C(C)C)=O